2-(6-iodohexyl)-2-methylmalonate ICCCCCCC(C(=O)[O-])(C(=O)[O-])C